ClC1=C(C=C2C=C(N=CC2=C1)NC(=O)[C@@H]1[C@@H](C1)C(F)F)C1CCN(CC1)[C@]1(COC[C@H]1O)C (1S,2R)-N-(7-chloro-6-(1-((3S,4S)-4-hydroxy-3-methyltetrahydrofuran-3-yl)piperidin-4-yl)isoquinolin-3-yl)-2-(difluoromethyl)cyclopropane-1-carboxamide